7-(5,6-dihydro-4H-imidazo[1,2-c]triazol-3-yl)-2-[3-(5-fluoro-6-methyl-2-pyridyl)-1H-pyrazol-4-yl]-1,5-naphthyridine N1=NC(=C2N1CCN2)C2=CN=C1C=CC(=NC1=C2)C=2C(=NNC2)C2=NC(=C(C=C2)F)C